[N+](=O)([O-])C1=C(C=C(C=C1)C1=CC=CC=C1)C=O 4-nitro-[1,1'-biphenyl]-3-carbaldehyde